ClC1=C(C=C(C=C1)F)N=C(N)C1=C(C=2N(N=C1)C=C(C2)C=2C=NN(C2)C)NC2CCN(CC2)C=2N=NC(=CC2)C#N N'-(2-chloro-5-fluorophenyl)-4-[[1-(6-cyanopyridazin-3-yl)piperidin-4-yl]amino]-6-(1-methyl-1H-pyrazol-4-yl)pyrrolo[1,2-b]pyridazine-3-carboximidamide